3-(5-(furan-2-yl)pyridin-3-yl)phenyl cycloheptylcarbamate C1(CCCCCC1)NC(OC1=CC(=CC=C1)C=1C=NC=C(C1)C=1OC=CC1)=O